Phenyl-(S)-3-(1-methyl-1H-indol-5-yl)-3,4-dihydropyridine-1(2H)-carboxylate C1(=CC=CC=C1)OC(=O)N1C[C@@H](CC=C1)C=1C=C2C=CN(C2=CC1)C